isoxazole-5-carboxamid O1N=CC=C1C(=O)N